tert-butyl N-[[6-[(3-nitro-6-phenyl-2-pyridyl)amino]-3-pyridyl]methyl]carbamate [N+](=O)([O-])C=1C(=NC(=CC1)C1=CC=CC=C1)NC1=CC=C(C=N1)CNC(OC(C)(C)C)=O